FC(C(=O)O)(F)F.CC1=CC(=NC=C1)S(=O)(=O)N 4-methylpyridine-2-sulfonamide trifluoroacetate salt